CC1N2CCCNC2=NCC1 methyl-1,5,7-triazabicyclo[4.4.0]dec-5-ene